FC=1C(N(C(NC1)=O)C)=O 5-fluoro-3-methylpyrimidine-2,4(1H,3H)-dione